C(#N)C1=NN(C=C1C1CN(C1)C(=O)[C@@H]1CC[C@H]2N1C([C@H](CCC2)NC(=O)C2=CC1=C(S2)C=CC(=C1)C(F)P(O)(O)=O)=O)C ((2-(((3S,6S,9aS)-3-(3-(3-cyano-1-methyl-1H-pyrazol-4-yl)azetidine-1-carbonyl)-5-oxooctahydro-1H-pyrrolo[1,2-a]azepin-6-yl)carbamoyl)benzo[b]thiophen-5-yl)fluoromethyl)phosphonic acid